3-((2S)-2-hydroxy-3-(8-(5-methyl-1-phenyl-1H-pyrazol-4-ylsulfonyl)-1-oxa-8-azaspiro[4.5]decan-3-ylamino)propoxy)-N-methylbenzenesulfonamide O[C@H](COC=1C=C(C=CC1)S(=O)(=O)NC)CNC1COC2(C1)CCN(CC2)S(=O)(=O)C=2C=NN(C2C)C2=CC=CC=C2